N=C(CCCSCCC(=O)OCCCCCCCCC)NCCCNC(CCCSCCC(=O)OCCCCCCCCC)=N dinonyl 8,14-diimino-4,18-dithia-9,13-diazahenicosanedioate